3-amino-5-guanidino-1-(4-vinylbenzyl)-1H-1,2,4-triazole NC1=NN(C(=N1)NC(=N)N)CC1=CC=C(C=C1)C=C